ClC1=CC=C(C=C1)S(=O)(=O)N1CCN(CC1)C(\C=C\C1=CC(=C(C=C1)O)OC)=O (E)-1-(4-((4-chlorophenyl)sulfonyl)piperazin-1-yl)-3-(4-hydroxy-3-methoxyphenyl)prop-2-en-1-one